Cl.ClC1=C(C=C(C=C1)N1C(N(C2(C1=O)CCNCC2)CC)=O)C2CC2 3-(4-chloro-3-cyclopropyl-phenyl)-1-ethyl-1,3,8-triazaspiro[4.5]decane-2,4-dione hydrochloride